N-ethyl-5-(imidazo[1,2-b]pyridazin-6-yl)-7H-pyrrolo[2,3-d]pyrimidin-2-amine C(C)NC=1N=CC2=C(N1)NC=C2C=2C=CC=1N(N2)C=CN1